C(CCCCCCCCCCCCC(C)C)S(=O)(=O)O isohexadecanesulfonic acid